2-dicyclohexylphosphino(phosphino)-2',4',6'-triisopropylbiphenyl C1(CCCCC1)P(C1=C(C=CC=C1P)C1=C(C=C(C=C1C(C)C)C(C)C)C(C)C)C1CCCCC1